((2R,3S,5R)-5-(4-amino-2-chloro-7H-pyrrolo[2,3-d]pyrimidin-7-yl)-2-ethynyl-3-(((hexyloxy)carbonyl)oxy)tetrahydrofuran-2-yl)methyl benzyl carbonate C(OC[C@]1(O[C@H](C[C@@H]1OC(=O)OCCCCCC)N1C=CC2=C1N=C(N=C2N)Cl)C#C)(OCC2=CC=CC=C2)=O